N[C@H]1CN(C[C@@H](C1)F)C(=O)C1=CC2=C(N(C(=N2)C2=CC=3C=4N2C(CN(C4C=CC3)CCCO)CC)CC)C(=C1)F ((3R,5R)-3-amino-5-fluoropiperidin-1-yl)(1-ethyl-2-(3-ethyl-1-(3-hydroxypropyl)-2,3-dihydro-1H-pyrrolo[1,2,3-de]quinoxalin-5-yl)-7-fluoro-1H-benzo[d]imidazol-5-yl)methanone